11-oxo-N-((2-(2-((tetrahydro-2H-pyran-2-yl)oxy)ethoxy)thiazol-5-yl)methyl)-10,11-dihydrodibenzo[b,f][1,4]oxazepine-8-carboxamide O=C1NC2=C(OC3=C1C=CC=C3)C=CC(=C2)C(=O)NCC2=CN=C(S2)OCCOC2OCCCC2